N-(3''-fluoro-4''-formyl-5''-methoxy-2,2'-dimethyl-[1,1':3',1''-terphenyl]-3-yl)-1,3-dimethyl-2,4-dioxo-1,2,3,4-tetrahydropyrimidine-5-carboxamide FC=1C=C(C=C(C1C=O)OC)C=1C(=C(C=CC1)C1=C(C(=CC=C1)NC(=O)C=1C(N(C(N(C1)C)=O)C)=O)C)C